NC=1C=2O[C@@H](C3=CC(=CC=C3C=3N=CSC3CC=3N(N=C(C3C(=CN1)C2)C#N)C)F)C (19R)-22-amino-16-fluoro-5,19-dimethyl-20-oxa-9-thia-4,5,11,23-tetraazapentacyclo[19.3.1.02,6.08,12.013,18]pentacosa-1(24),2(6),3,8(12),10,13,15,17,21(25),22-decaene-3-carbonitrile